5-[2-(3,5-dimethyl-1H-pyrazol-4-yl)-ethyl]-3-(4-fluoro-phenyl)-1H-pyrazolo-[1,5-a]pyrimidin-7-one CC1=NNC(=C1CCC=1N=C2N(C(C1)=O)NC=C2C2=CC=C(C=C2)F)C